C(C)C1(CCN(CC1)C1=CC=C(C=C1)[N+](=O)[O-])NC(C)=O N-(4-ethyl-1-(4-nitrophenyl)piperidin-4-yl)acetamide